FC(C(=O)C1=CC=C2N1CCN(C21CCN(CC1)C(=O)C1=NC=C(C=C1)OCCC(C)C)C)(F)F 2,2,2-trifluoro-1-[r-(5-isopentyloxypyridine-2-carbonyl)-2-methyl-spiro[3,4-dihydropyrrolo[1,2-a]pyrazine-1,4'-piperidine]-6-yl]ethanone